2-(9-Nitro-5-oxopyrido[2',3':4,5]pyrimido[1,2-a]indol-11(5H)-yliden)hydrazin-1-carboximidamid [N+](=O)([O-])C1=CC=2C(C=3N(C2C=C1)C(C1=C(N3)N=CC=C1)=O)=NNC(N)=N